1-[4-(Trifluoromethyl)phenyl]-3-[5-[2-(trimethylsilyl)ethynyl]-1H-pyrrolo[2,3-b]pyridin-3-yl]urea FC(C1=CC=C(C=C1)NC(=O)NC1=CNC2=NC=C(C=C21)C#C[Si](C)(C)C)(F)F